Cl.Cl.CN(C=1N=CC(=NC1)C1=C(C=C(C=C1)N1N=CC=N1)O)C1CC(NC(C1)(C)C)(C)C 2-{5-[methyl(2,2,6,6-tetramethylpiperidin-4-yl)amino]pyrazin-2-yl}-5-(2H-1,2,3-triazol-2-yl)phenol-Dihydrochlorid